4-isobutyl-5-(naphthalen-2-yl)thiazol-2-amine C(C(C)C)C=1N=C(SC1C1=CC2=CC=CC=C2C=C1)N